C(C=C)(=O)N1C[C@@H](CCC1)C1=NN(C=2C(=NNC(C21)=O)N)C2=CC=C(C=C2)OC2=CC(=CC=C2)F (R)-3-(1-Acryloylpiperidin-3-yl)-7-amino-1-(4-(3-fluorophenoxy)phenyl)-1,5-dihydro-4H-pyrazolo[3,4-d]pyridazin-4-on